C(C(C)(C)C)(=O)[O-].C(CCC)[N+](CC1=CC=C(C=C1)OC)(CCCC)CCCC N,N,N-tributyl-N-(4-methoxybenzyl)ammonium pivalate